ClC1=NC2=CC=CC=C2C(=N1)C(CC1=CC=CC=C1)(COC1OCCCC1)C1=CC=CC=C1 2-chloro-4-(1,2-diphenyl-3-((tetrahydro-2H-pyran-2-yl)oxy)propan-2-yl)quinazoline